(R)-1-((S)-piperidine-3-carbonyl)-N-(4-(trifluoromethyl)benzyl)pyrrolidine-2-carboxamide tert-butyl-(R)-2-(methoxy(methyl)carbamoyl)azetidine-1-carboxylate C(C)(C)(C)OC(=O)N1[C@H](CC1)C(N(C)OC)=O.N1C[C@H](CCC1)C(=O)N1[C@H](CCC1)C(=O)NCC1=CC=C(C=C1)C(F)(F)F